C12CN(CC(C=C1)N2)C(=O)OC(C)(C)C tert-butyl 3,8-diazabicyclo[3.2.1]oct-6-ene-3-carboxylate